3-((S)-3-((R)-8-(3-(1-ethyl-1H-pyrazol-4-yl)phenylsulfonyl)-1-oxa-8-azaspiro[4.5]dec-3-ylamino)-2-hydroxypropoxy)-N-methylbenzenesulfonamide C(C)N1N=CC(=C1)C=1C=C(C=CC1)S(=O)(=O)N1CCC2(C[C@H](CO2)NC[C@@H](COC=2C=C(C=CC2)S(=O)(=O)NC)O)CC1